5-(3-(trifluoromethoxy)phenyl)-N-(3-(2-hydroxypropyl)-1,2,4-thiadiazol-5-yl)thiophene-3-carboxamide FC(OC=1C=C(C=CC1)C1=CC(=CS1)C(=O)NC1=NC(=NS1)CC(C)O)(F)F